NC=1SC=2C3CN(CC(CC2N1)N3)C(=O)OCC[Si](C)(C)C 2-(trimethylsilyl)ethyl 2-amino-4,7,8,9-tetrahydro-4,8-epimino[1,3]thiazolo[5,4-d]azocine-6(5H)-carboxylate